iridium(1+) 4-tert-butyl-2-(4-tert-butyl-2-pyridyl)pyridine hexafluorophosphate F[P-](F)(F)(F)(F)F.C(C)(C)(C)C1=CC(=NC=C1)C1=NC=CC(=C1)C(C)(C)C.[Ir+]